1-Iodopropane ICCC